2-fluoro-4-methoxy-1-(trifluoromethyl)benzene FC1=C(C=CC(=C1)OC)C(F)(F)F